tert-butyl N-[(1S)-1-[2-(5-chloropyrazin-2-yl)-5-cyclopropyl-1,2,4-triazol-3-yl]ethyl]carbamate ClC=1N=CC(=NC1)N1N=C(N=C1[C@H](C)NC(OC(C)(C)C)=O)C1CC1